FC1=C(C=CC(=C1)[N+](=O)[O-])N1CCC(CC1)C1(CCN(CC1)C(=O)OC(C)(C)C)O tert-butyl 4-[1-(2-fluoro-4-nitro-phenyl)-4-piperidyl]-4-hydroxy-piperidine-1-carboxylate